4,4-bipyridyl N1=CC=C(C=C1)C1=CC=NC=C1